NC1=C2C(=NC=N1)N(N=C2C2=CC(=CC=C2)O)CC2=NC1=CC=CC(=C1C(N2CC2=C(C=CC=C2)Cl)=O)C#C 2-((4-Amino-3-(3-hydroxyphenyl)-1H-pyrazolo[3,4-d]pyrimidin-1-yl)methyl)-3-(2-chlorobenzyl)-5-ethynylquinazolin-4(3H)-one